O=C1N(C2=CC=CC=C2C(N1CCC1=CC=CC=C1)=O)CC1=CC(=C(C(=O)NO)C=C1)F 4-((2,4-dioxo-3-phenethyl-3,4-dihydroquinazolin-1(2H)-yl)methyl)-2-fluoro-N-hydroxybenzoamide